(R)-1-(3-(4-(1-(difluoromethyl)-1H-pyrazol-3-yl)-6-(4-fluorophenyl)pyridin-3-yl)pyrrolidin-1-yl)prop-2-en-1-one FC(N1N=C(C=C1)C1=C(C=NC(=C1)C1=CC=C(C=C1)F)[C@@H]1CN(CC1)C(C=C)=O)F